N1=CN=C2N=C3C=CC=CC3=C21 imidazo[4,5-b]indole